3-(tetrahydrofuran-3-yl)phenylbutyric acid O1CC(CC1)C=1C=C(C=CC1)C(C(=O)O)CC